((1-(5-((3-amino-2-chlorophenyl) thio) pyrazin-2-yl)-4-methylpiperidin-4-yl) methyl) carbamate C(N)(OCC1(CCN(CC1)C1=NC=C(N=C1)SC1=C(C(=CC=C1)N)Cl)C)=O